3-azido-4-cyano-1-(4-methoxyphenyl)-1H-pyrrole-2-carboxylic acid N(=[N+]=[N-])C1=C(N(C=C1C#N)C1=CC=C(C=C1)OC)C(=O)O